C(C)(C)(C)OC(=O)NC1(CC=2C(=C(SC2)C(=O)OCC)CC1)C ethyl 5-(tert-butoxycarbonylamino)-5-methyl-6,7-dihydro-4H-2-benzothiophene-1-carboxylate